FC(C(C)(C)O)(F)C=1C(=C(C=CC1)[C@@H](C)NC1=NC(=NC2=CC3=C(C=C12)C(C(N3C)=O)(C(=O)OCC)C)C)F ethyl 4-(((R)-1-(3-(1,1-difluoro-2-hydroxy-2-methylpropyl)-2-fluorophenyl)ethyl) amino)-2,6,8-trimethyl-7-oxo-7,8-dihydro-6H-pyrrolo[3,2-g]quinazoline-6-carboxylate